(E)-N1-(2-amino-4-fluorophenyl)-N8-(6-(3,5-bis(trifluoromethyl)benzylidene)-5-oxo-5,6,7,8-tetrahydronaphthalen-2-yl)octanediamide NC1=C(C=CC(=C1)F)NC(CCCCCCC(=O)NC1=CC=2CC\C(\C(C2C=C1)=O)=C/C1=CC(=CC(=C1)C(F)(F)F)C(F)(F)F)=O